3-chloro-N-((2-(6-((cis)-2,6-dimethylmorpholino)pyridin-2-yl)-1,6-naphthyridin-7-yl)methyl)-5-(methylsulfonyl)benzamide ClC=1C=C(C(=O)NCC2=NC=C3C=CC(=NC3=C2)C2=NC(=CC=C2)N2C[C@@H](O[C@@H](C2)C)C)C=C(C1)S(=O)(=O)C